FC(C1=C2C=CN=CC2=CC(=C1)C(F)(F)F)(F)F 5,7-Bis(trifluoromethyl)isoquinoline